C(CCCCCCCCCCCCCCCCC)OC(CCC1=CC(=C(C(=C1)C(C)(C)C)O)C)=O n-octadecyl-3-(3'-methyl-5'-t-butyl-4'-hydroxyphenyl)propionate